ClC=1C=C(C=CC1)C(C(OC(=O)N[C@H](C(=O)N[C@H](C(C(=O)O)=O)C[C@H]1C(NCC1)=O)CC1CCCCC1)C1=CC2=CC=CC=C2C=C1)(C)C (3S)-3-((2S)-2-(((2-(3-Chlorophenyl)-2-methyl-1-(naphthalen-2-yl)propoxy)carbonyl)amino)-3-cyclohexylpropanamido)-2-oxo-4-((S)-2-oxopyrrolidin-3-yl)butanoic acid